C(C)(C)(C)OC(=O)NC(CC(O)Cl)CC1=CC=CC=C1 3-(t-butoxycarbonyl)amino-1-chloro-4-phenyl-(2R)-butanol